C(=O)(O)C=1OC(=CC(C1)=O)C(=O)O 2,6-dicarboxy-4-pyrone